[Mg].[Si] silicon-magnesium